helium xenon allyl N-[(2S)-3-chloro-2-hydroxy-propyl]carbamate ClC[C@H](CNC(OCC=C)=O)O.[Xe].[He]